C(#N)C(C)(C)N1N=CC(=C1C)NC1=NC=C(C(=N1)OCC1CCC(CC1)NC(C)=O)F N-((1R,4R)-4-(((2-((1-(2-cyanopropan-2-yl)-5-methyl-1H-pyrazol-4-yl)amino)-5-fluoropyrimidin-4-yl)oxy)methyl)cyclohexyl)acetamide